tert-butyl 4-[3-[4-(cyclopropyl-carbamoyl)-3-(difluoromethoxy)-5-methoxy-phenyl]imidazo[1,2-a]pyridin-7-yl]piperidine-1-carboxylate C1(CC1)NC(=O)C1=C(C=C(C=C1OC)C1=CN=C2N1C=CC(=C2)C2CCN(CC2)C(=O)OC(C)(C)C)OC(F)F